5-(4-methoxyphenyl)-1-methyl-tetrazole COC1=CC=C(C=C1)C1=NN=NN1C